2,6-bis-(4-azidobenzylidene)-4-ethylcyclohexanone N(=[N+]=[N-])C1=CC=C(C=C2C(C(CC(C2)CC)=CC2=CC=C(C=C2)N=[N+]=[N-])=O)C=C1